OC=1C=C(C=O)C=C(C1)OC 3-HYDROXY-5-METHOXYBENZALDEHYDE